3-Amino-8-(2-fluoro-6-(methoxymethyl)phenyl)-N-propylimidazo[1,2-a]pyridine-2-carboxamide NC1=C(N=C2N1C=CC=C2C2=C(C=CC=C2COC)F)C(=O)NCCC